5-(difluoromethoxy)nicotinic acid FC(OC=1C=NC=C(C(=O)O)C1)F